COC(=O)C1=C(C=C2C(=CNC2=C1)C)C.C(CCC)OB(OCCCC)OCCCC tributoxyboron Methyl-3,5-dimethyl-1H-indole-6-carboxylate